ClC=1C=C(CC=2NC(=NN2)C(=O)N)C=C(C1)F 5-(3-chloro-5-fluorobenzyl)-4H-1,2,4-triazole-3-carboxamide